2,4-Dichlorostyrene ClC1=C(C=C)C=CC(=C1)Cl